C(N)(=O)C1=CC(=NC2=C1N=CN=C2N[C@@H]2CN(CCC2(F)F)C(=O)OC(C)(C)C)Cl tert-butyl (3R)-3-({8-carbamoyl-6-chloropyrido[3,2-d]pyrimidin-4-yl}amino)-4,4-difluoropiperidine-1-carboxylate